Benzyl 1-(6-((tert-butoxycarbonyl) amino)-2,3-difluorophenyl)-1H-indole-2-carboxylate C(C)(C)(C)OC(=O)NC1=CC=C(C(=C1N1C(=CC2=CC=CC=C12)C(=O)OCC1=CC=CC=C1)F)F